NC=1C(=C2C(=NC1C(=O)N)N(C=N2)C2CC(C2)(F)F)C2=C(C(=CC=C2C)OC)C 6-Amino-3-(3,3-difluorocyclobutyl)-7-(3-methoxy-2,6-dimethylphenyl)-3H-imidazo[4,5-b]pyridine-5-carboxamide